N,N-dimethyl-2-(3-((5S)-5-methylpiperidin-2-yl)Phenoxy)ethanamine CN(CCOC1=CC(=CC=C1)C1NC[C@H](CC1)C)C